1,1-dioxidotetrahydro-4H-thiopyran O=S1(CCCCC1)=O